(Z)-5,5-dimethyl-4-(2-methylbenzylidene)tetrahydro-2H-pyran-2-one CC1(\C(\CC(OC1)=O)=C/C1=C(C=CC=C1)C)C